2-(6-(1-((1R,3S,5S)-8-azabicyclo[3.2.1]octan-3-yl)vinyl)pyridazin-3-yl)-5-(1H-pyrazol-4-yl)phenol [C@H]12CC(C[C@H](CC1)N2)C(=C)C2=CC=C(N=N2)C2=C(C=C(C=C2)C=2C=NNC2)O